ClC1=CC=C(C=C1)C(C(CC(=O)O)C=1SC=CC1)=O 4-(4-chlorophenyl)-4-oxo-3-(thiophen-2-yl)butanoic acid